3-((4-(3-((1'-(4-((5-chloro-4-((2-(dimethylphosphoryl)phenyl)amino)pyrimidin-2-yl)amino)-3-methoxyphenyl)-[4,4'-bipiperidin]-1-yl)methyl)azetidin-1-yl)phenyl)amino)piperidine-2,6-dione ClC=1C(=NC(=NC1)NC1=C(C=C(C=C1)N1CCC(CC1)C1CCN(CC1)CC1CN(C1)C1=CC=C(C=C1)NC1C(NC(CC1)=O)=O)OC)NC1=C(C=CC=C1)P(=O)(C)C